[K].[Ge]=O germanium oxide, potassium salt